ClC1=NC=C(C=N1)CC1CN(C1)C(=O)OC(C)(C)C tert-butyl 3-[(2-chloropyrimidin-5-yl)methyl]azetidine-1-carboxylate